OC1=C(CNCCNCC2=C(C=CC=C2)O)C=CC=C1 N,N'-Di(2-hydroxybenzyl)ethylendiamin